NC=1C(=C(C=C(C1)F)C1=NOC(=N1)CN(S(=O)=O)C)OC N-((3-(3-amino-5-fluoro-2-methoxyphenyl)-1,2,4-oxadiazol-5-yl)methyl)-N-methylsulfonamide